FC=1C=C2NC(C=3N(C2=C(C1C=1C=C(C=C2C(=CNC12)C)F)F)C(=NN3)CC3=NC=CC=C3)(C)C 7,9-Difluoro-8-(5-fluoro-3-methyl-1H-indol-7-yl)-4,4-dimethyl-1-(pyridin-2-yl-methyl)-5H-[1,2,4]triazolo[4,3-a]quinoxaline